(S)-N-(1-Cycloheptyl-2-((5-(3,5-dimethylisoxazol-4-yl)pyridin-2-yl)amino)-2-oxoethyl)-1-methyl-1H-pyrazole-5-carboxamide C1(CCCCCC1)[C@@H](C(=O)NC1=NC=C(C=C1)C=1C(=NOC1C)C)NC(=O)C1=CC=NN1C